1-(4-(4-(5-(2,6-difluorophenyl)-4,5-dihydroisoxazol-3-yl)thiazol-2-yl)piperidin-1-yl)-2-((6-methoxypyrazin-2-yl)oxy)ethan-1-one FC1=C(C(=CC=C1)F)C1CC(=NO1)C=1N=C(SC1)C1CCN(CC1)C(COC1=NC(=CN=C1)OC)=O